CN1CCN(CC1)CC(C)O (4-methyl-1-piperazinyl)-2-propanol